O[C@H]1CC[C@H](CC1)OC=1C=CC=C2C=NC(=NC12)NC1=CC(=CC=C1)CS(=O)(=O)C 8-((cis-4-hydroxycyclohexyl)oxy)-2-((3-((methylsulfonyl)methyl)phenyl)amino)quinazoline